FC1(CCOCC1)CNC1=C(C=C(C=C1)S(=O)(=O)NC(C1=C(C=CC=C1)N1C=2C=C3C(=NC2C(CC1)=O)NC=C3)=O)[N+](=O)[O-] N-((4-(((4-fluorotetrahydro-2H-pyran-4-yl)methyl)amino)-3-nitrophenyl)sulfonyl)-2-(4-oxo-2,3,4,6-tetrahydro-1H-pyrrolo[2,3-b][1,5]naphthyridin-1-yl)benzamide